Phenyl (6-(4-(((tert-butyldimethylsilyl)oxy)methyl)piperidin-1-yl)pyridin-3-yl)carbamate [Si](C)(C)(C(C)(C)C)OCC1CCN(CC1)C1=CC=C(C=N1)NC(OC1=CC=CC=C1)=O